The molecule is a withanolide that is 3,6:22,26-diepoxyergost-24-ene substituted by hydroxy groups at positions 4, 5 and 27 and oxo groups at positions 1 and 26. It has been isolated from the aerial parts of Physalis longifolia. It has a role as a metabolite and a plant metabolite. It is a delta-lactone, a 27-hydroxy steroid, a 4-hydroxy steroid, a 5beta-hydroxy steroid, a cyclic ether, an ergostanoid, a primary alcohol, a secondary alcohol and a withanolide. CC1=C(C(=O)O[C@H](C1)[C@@H](C)[C@H]2CC[C@@H]3[C@@]2(CC[C@H]4[C@H]3C[C@H]5[C@]6([C@@]4(C(=O)C[C@H]([C@@H]6O)O5)C)O)C)CO